C(C1=CC=CC=C1)(=O)OCC.CC(CC)C1(C(C=CC=C1)CN)CN 2-(2-butyl) xylylenediamine ethyl benzoate